(S)-N-(1-(6-bromo-5-fluoro-1-(oxetan-3-yl)-1H-indol-3-yl)-2,2-difluoroethyl)cyclopropanesulfonamide BrC1=C(C=C2C(=CN(C2=C1)C1COC1)[C@@H](C(F)F)NS(=O)(=O)C1CC1)F